COC1=CC=C(C=C1)[C@H]1[C@](C[C@@H]2N1C([C@H](N(C2=O)C)C)=O)(C#N)C |r| rac-(3r,6s,7s,8as)-6-(4-methoxyphenyl)-2,3,7-trimethyl-1,4-dioxooctahydropyrrolo[1,2-a]pyrazine-7-carbonitrile